C(C#CC)(=O)N[C@H]1CCC=C(C1)C1=C2C3=C(NC2=C(C=C1F)C(=O)N)CCCCC3 1-[(5S)-5-(but-2-ynoylamino)cyclohexen-1-yl]-2-fluoro-5,6,7,8,9,10-hexahydrocyclohepta[b]Indole-4-carboxamide